(terphenylyl)[di(phenyl)triazinylphenyl]dibenzothiophene C1(=C(C=CC=C1)C1=C(C2=C(SC3=C2C=CC=C3)C=C1)C1=C(C(=C(C=C1)C1=CC=CC=C1)C1=CC=CC=C1)C1=NN=NC=C1)C=1C(=CC=CC1)C1=CC=CC=C1